C(C=1C(O)=CC=CC1)=NNC(C=1C(O)=CC=CC1)=O N-salicylal-N'-salicyloyl-hydrazine